N-[4-chloro-6-methyl-5-[7-(methylamino)-1,6-naphthyridin-3-yl]-3-pyridyl]-4-(1-cyano-1-methyl-ethyl)pyridine-2-carboxamide ClC1=C(C=NC(=C1C=1C=NC2=CC(=NC=C2C1)NC)C)NC(=O)C1=NC=CC(=C1)C(C)(C)C#N